C1(=CC=CC=C1)N1NC(C=2C(C(C3=C(C12)C=CC=C3)=O)=O)=O 1-Phenyl-1H-benzo[g]indazol-3,4,5(2H)-trion